((5aR,6aS)-3-carboxy-5,5a,6,6a-tetrahydrocyclopropa[g]indazol-1(4H)-yl)pyrazine 1-oxide C(=O)(O)C1=NN(C=2[C@@H]3[C@H](CCC12)C3)C3=[N+](C=CN=C3)[O-]